8-bromo-2-(4,4-dimethyl-1-piperidyl)-6-methyl-4-oxo-chromene-3-carbonitrile BrC=1C=C(C=C2C(C(=C(OC12)N1CCC(CC1)(C)C)C#N)=O)C